butyl-magnesium chloride format C(=O)O.C(CCC)[Mg]Cl